(1R-5S-6s)-tert-Butyl 6-((S)-7-(methylcarbamoyl)-3-phenyl-2,3-dihydrobenzofuran-5-carboxamido)-3-azabicyclo[3.1.0]hexane-3-carboxylate CNC(=O)C1=CC(=CC=2[C@@H](COC21)C2=CC=CC=C2)C(=O)NC2[C@@H]1CN(C[C@H]21)C(=O)OC(C)(C)C